C1(CC1)C1=NC=C(C=N1)C(=O)N(C=1C(=NN(C1)C)OC)CC=1C=CC=2C3=C(C(=NC2C1)NCC1=C(C=C(C=C1)OC)OC)COC3 2-cyclopropyl-N-[(4-{[(2,4-dimethoxyphenyl)methyl]amino}-1H,3H-furo[3,4-c]quinolin-7-yl)methyl]-N-(3-methoxy-1-methyl-1H-pyrazol-4-yl)pyrimidine-5-carboxamide